(S)-1-(5-fluoro-4-((1-(5-(2,3,5-trifluorophenyl)-4,5-dihydro-1H-pyrazole-1-carbonyl)azetidin-3-yl)oxy)pyridin-2-yl)-3,5-dimethyl-1H-pyrazole-4-carboxamide FC=1C(=CC(=NC1)N1N=C(C(=C1C)C(=O)N)C)OC1CN(C1)C(=O)N1N=CC[C@H]1C1=C(C(=CC(=C1)F)F)F